3,4-dihydro-caffeic acid C(\C=C\C1=CC(O)C(O)C=C1)(=O)O